diazoacetic acid vinyl ester C(=C)OC(C=[N+]=[N-])=O